((((2,5-dioxopyrrolidin-1-yl) oxy) carbonyl) oxy)-1-methylcyclooct-4-ene-1-carboxylate O=C1N(C(CC1)=O)OC(=O)OC1C(CCCC=CC1)(C(=O)[O-])C